CC=1SC(=C(N1)C)CN1C(N(C2=C1C=CC(=C2)S(=O)(=O)NC2(CC2)C)C=2SC(=CN2)C)=O 1-[(2,4-dimethylthiazol-5-yl)methyl]-N-(1-methylcyclopropyl)-3-(5-methylthiazol-2-yl)-2-oxo-benzoimidazole-5-sulfonamide